(R)-2-phenoxypropionic acid O(C1=CC=CC=C1)[C@@H](C(=O)O)C